5-[(4R,10bS)-4-methyl-8-(4-piperidyl)-3,4,6,10b-tetrahydro-1H-pyrazino[2,1-a]isoindol-2-yl]quinoline-8-carbonitrile C[C@@H]1CN(C[C@H]2N1CC1=CC(=CC=C21)C2CCNCC2)C2=C1C=CC=NC1=C(C=C2)C#N